1-(1-(3,5-dichlorophenyl)-2-(dimethylamino)ethyl)-4-(5-morpholinyl-1-toluenesulfonyl-1H-pyrrolo[2,3-b]pyridin-3-yl)pyridin-2(1H)-one ClC=1C=C(C=C(C1)Cl)C(CN(C)C)N1C(C=C(C=C1)C1=CN(C2=NC=C(C=C21)N2CCOCC2)S(=O)(=O)CC2=CC=CC=C2)=O